(1S,4R,5R,6S)-6-((S)-4-isopropyl-4,5-dihydrooxazol-2-yl)-3,4-dimethyl-2-(naphthalen-2-yl)-5-phenyl-1-phosphabicyclo-[2.2.1]hept-2-ene 1-sulfide C(C)(C)[C@@H]1N=C(OC1)[C@@H]1[C@@H]([C@@]2(C(=C([P@@]1(C2)=S)C2=CC1=CC=CC=C1C=C2)C)C)C2=CC=CC=C2